NC=1N=C(SC1C(=O)C=1C=NC(=CC1)OC)N(C1=CC(=C(C=C1)Cl)F)[C@@H](C(=O)N)C (R)-2-(N-[4-Amino-5-(6-methoxypyridin-3-carbonyl)thiazol-2-yl]-4-chloro-3-fluoroanilino)propanamid